C(C)(C)(C)CC(C(=O)OO)(C)C.C(C)(C)(C)CC(C(=O)OO)(C)C.C1(=CC=CC=C1)C=1NC=C(N1)C(=O)C1=CC(=C(C(=C1)OC)OC)OC (2-phenyl-1H-imidazol-4-yl)(3,4,5-trimethoxyphenyl)methanone tertiary butyl-peroxypivalate (tert-butyl-peroxypivalate)